4-((3,8-dimethyl-1,5-dioxo-3-phenyl-1,2,3,5-tetrahydroimidazo[1,5-a]pyridin-6-yl)amino)-6-((3,4-dimethylbenzyl)amino)nicotinic acid CC1(NC(C=2N1C(C(=CC2C)NC2=CC(=NC=C2C(=O)O)NCC2=CC(=C(C=C2)C)C)=O)=O)C2=CC=CC=C2